COC=1C(=NC=CC1)N1N=CC(=C1C(F)(F)F)C(=O)O 1-(3-methoxypyridin-2-yl)-5-(trifluoromethyl)-1H-pyrazole-4-carboxylic acid